C1(=C(C=CC=C1)CN1C=NC2=C(C=C(C=C2C1=O)CO)C=1C(=NN(C1)C)C(F)(F)F)C1=CC=CC=C1 3-([1,1'-biphenyl]-2-ylmethyl)-6-(hydroxymethyl)-8-(1-methyl-3-(trifluoromethyl)-1H-pyrazol-4-yl)quinazolin-4(3H)-one